CN1N=C(C2=CC=C(C=C12)O[C@@H]1[C@@H](CC2(CNC2)CC1)C)C1C(NC(CC1)=O)=O 3-[1-methyl-6-[[(6R,7S)-6-methyl-2-azaspiro[3.5]nonan-7-yl]oxy]indazol-3-yl]piperidine-2,6-dione